C(C)(C)(C)C=1C=C(C2=C(CCO2)C1)S(=O)(=O)Cl 5-(tert-Butyl)-2,3-dihydrobenzofuran-7-sulfonyl chloride